COCCOC(N[C@H](C(=O)NC=1C(N(C=CC1)CC1=NC2=C(N1)C=CC=C2)=O)CC\C=C\C(=O)N)=O (S,E)-2-Methoxyethyl-(1-((1-((1H-benzo[d]imidazol-2-yl)methyl)-2-oxo-1,2-dihydropyridin-3-yl)amino)-7-amino-1,7-dioxohept-5-en-2-yl)carbamat